ClC=1C=C(C=C2C=C(NC12)C(=O)N[C@@H](CC(C)(C)C)C(N[C@@H](C[C@H]1C(NCCC1)=O)C#N)=O)OC 7-chloro-N-[(1S)-1-[[(1S)-1-cyano-2-[(3S)-2-oxo-3-piperidyl]ethyl]carbamoyl]-3,3-dimethyl-butyl]-5-methoxy-1H-indole-2-carboxamide